C(C)(C)(C)C1CCCC12CN(CCC2CN2C(C=C(C=C2)Cl)=O)C(=O)OC2=NC1=CC=CC=C1C(=C2)C(F)(F)F 4-(trifluoromethyl)quinolin-2-ol tert-Butyl-10-((4-chloro-2-oxopyridin-1(2H)-yl)methyl)-7-azaspiro[4.5]decane-7-carboxylate